2-(4,6-dimethylpyrazolo[1,5-a]pyrazin-2-yl)-9-methyl-7-(piperazin-1-yl)-4H-pyrido[1,2-a]pyrimidin-4-one CC=1C=2N(C=C(N1)C)N=C(C2)C=2N=C1N(C(C2)=O)C=C(C=C1C)N1CCNCC1